2-(6-(2-(8-oxa-3-azabicyclo[3.2.1]octan-3-yl)thiazol-4-yl)-2,3-difluorophenoxy)-N-(6-((2-(2,6-dioxopiperidin-3-yl)-1,3-dioxoisoindolin-5-yl)amino)hexyl)acetamide C12CN(CC(CC1)O2)C=2SC=C(N2)C2=CC=C(C(=C2OCC(=O)NCCCCCCNC=2C=C1C(N(C(C1=CC2)=O)C2C(NC(CC2)=O)=O)=O)F)F